[Ba+2].[Si]([O-])([O-])([O-])[O-].[Ca+2] calcium silicate Barium